ClC1=C(C=CC(=C1)F)NC=1C(C(C1NC1=CC=C(C=C1)C1=NOC(=N1)C(F)(F)Cl)=O)=O 3-((2-chloro-4-fluorophenyl)amino)-4-((4-(5-(chlorodifluoromethyl)-1,2,4-oxadiazol-3-yl)phenyl)amino)cyclobut-3-ene-1,2-dione